FC1=C(C(=C(C(=C1F)SCCCC(C(F)(F)F)(F)F)F)F)C1=C(C(=C(C(=C1F)F)SCCCC(C(F)(F)F)(F)F)F)F (perfluoro-[1,1'-biphenyl]-4,4'-diyl)bis((4,4,5,5,5-pentafluoropentyl)sulfane)